N-dodecyl-N,N-bis(2-hydroxyethyl)-benzylammonium chloride [Cl-].C(CCCCCCCCCCC)[N+](CCO)(CCO)CC1=CC=CC=C1